N1=CC=C(C=C1)N1N=C(C=C1)\C=C/1\C(NC(S1)=O)=O (5Z)-5-[[1-(4-pyridyl)pyrazol-3-yl]methylene]thiazolidine-2,4-dione